silver methanesulfonate salt CS(=O)(=O)[O-].[Ag+]